NC1=C2C(=NC=N1)N(N=C2C2=NOC(=C2B(O)O)C2CC2)C(C)C [3-(4-amino-1-isopropyl-pyrazolo[3,4-d]pyrimidin-3-yl)-5-cyclopropyl-isoxazol-4-yl]boronic acid